4-isopropenyl-1-methylcyclohexene C(=C)(C)C1CC=C(CC1)C